C(C1=CC=CC=C1)OC(=O)N1[C@H]2[C@@H](N(C[C@@H]1CC2)C=2C1=C(N=C(N2)Cl)C(=C(N=C1Cl)Cl)F)CO[Si](C)(C)C(C)(C)C (1R,2R,5S)-benzyl-2-(((tert-butyldimethylsilyl)oxy)methyl)-3-(2,5,7-trichloro-8-fluoro Pyrido[4,3-d]pyrimidin-4-yl)-3,8-diazabicyclo[3.2.1]octane-8-carboxylate